FC1=C(C(=C(C(=C1COB([O-])[O-])F)F)F)F (pentafluorobenzyl)borate